C(CCCCCCCCCCCCC)(=O)OCCCCCCCCCC Decyl Myristate